3-bromo-1-ethyl-1,6-dihydro-7H-pyrazolo[4,3-d]pyrimidin-7-one BrC1=NN(C2=C1N=CNC2=O)CC